2-[dodecylthio(thiocarbonyl)thio]propanoic acid C(CCCCCCCCCCC)SC(=S)SC(C(=O)O)C